(S)-1-(5-((4-(cyclobutanecarbonyl)-3-methylpiperazin-1-yl)methyl)pyrazolo[1,5-a]pyridin-3-yl)dihydropyrimidine-2,4(1H,3H)-dione C1(CCC1)C(=O)N1[C@H](CN(CC1)CC1=CC=2N(C=C1)N=CC2N2C(NC(CC2)=O)=O)C